CN(C/C=C/C(=O)N1CC=2N(C[C@@H]1C)N=C(C2C2=C1C(=NC=C2)NC=C1C)C=1C=C(C#N)C=CC1)C 3-[(6S)-5-[(2E)-4-(dimethylamino)but-2-enoyl]-6-methyl-3-(3-methyl-1H-pyrrolo[2,3-b]pyridin-4-yl)-4,5,6,7-tetrahydropyrazolo[1,5-a]pyrazin-2-yl]benzonitrile